rac-Methyl 2-(4-amino-2-methylbutoxy)-5-bromobenzoate NCC[C@H](COC1=C(C(=O)OC)C=C(C=C1)Br)C |r|